C1(CCCCC1)C1(NC(=NC=C1C=1C=NN(C1)C)NC12CC3CC(CC(C1)C3)C2)N 4-cyclohexyl-N2-adamantyl-5-(1-methyl-1H-pyrazol-4-yl)pyrimidine-2,4-diamine